rac-4-(((3aR,5r,6aS)-2-(2-hydroxy-2-(5-hydroxypyridin-2-yl)ethyl)octahydrocyclopenta[c]pyrrol-5-yl)oxy)benzonitrile OC(CN1C[C@@H]2[C@H](C1)CC(C2)OC2=CC=C(C#N)C=C2)C2=NC=C(C=C2)O